6-[4-[(S or R)-(3-Methoxyphenyl)-phenyl-methyl]piperidine-1-carbonyl]-4H-1,4-benzoxazin-3-one COC=1C=C(C=CC1)[C@@H](C1CCN(CC1)C(=O)C=1C=CC2=C(NC(CO2)=O)C1)C1=CC=CC=C1 |o1:8|